CON(C(O)=O)C1=C(C=CC=C1)COC1=CC(=CC=C1)C=CC(C1=CC=CC=C1)=O Methoxy-[2-[[3-(3-oxo-3-phenylprop-1-enyl)phenoxy]methyl]phenyl]carbamic acid